tert-butyl 4-[8-(6-hydroxyhexyl)-2-methylsulfanyl-7-oxo-pyrido[2,3-d]pyrimidin-6-yl]-8-methyl-2,3-dihydroquinoxaline-1-carboxylate OCCCCCCN1C(C(=CC2=C1N=C(N=C2)SC)N2CCN(C1=C(C=CC=C21)C)C(=O)OC(C)(C)C)=O